Boc-D-propargylglycine C(=O)(OC(C)(C)C)N[C@H](CC#C)C(=O)O